BrC=1C(=CC=2N(C1)C=C(N2)C21COC(CC2)(C1)C)OC1CCC1 6-Bromo-7-cyclobutoxy-2-(1-methyl-2-oxabicyclo[2.2.1]heptan-4-yl)imidazo[1,2-a]pyridine